Cl.Cl.N1CC(OCC1)C(C(=O)O)C.N1CC(OCC1)C(C(=O)O)C bis(2-(morpholin-2-yl)propanoic acid) dihydrochloride